N-(1-(6-(3-(difluoromethyl)tetrahydrofuran-3-yl)pyridin-2-yl)-1H-pyrazolo[4,3-c]pyridin-6-yl)acetamide FC(C1(COCC1)C1=CC=CC(=N1)N1N=CC=2C=NC(=CC21)NC(C)=O)F